2-amino-3,3-dichloro-acrylonitrile NC(C#N)=C(Cl)Cl